The molecule is an azaphilone that is 7,8-dihydro-6H-oxireno[j]isochromene substituted by a hepta-1,3,5-trien-1-yl group at position 3, a [3-hydroxybutanoyl]oxy group at position 7, a methyl group at position 7 and oxo groups at positions 6 and 8 respectively (the 3S,7S stereoisomer). A fungal metabolite, it is isolated from the fermentation broth of Penicillium solitum strain CT2108 and exhibits inhibitory activity against fatty acid synthase as well as fungicidal activity. It has a role as an antimicrobial agent, an antifungal agent, an EC 2.3.1.85 (fatty acid synthase) inhibitor and a Penicillium metabolite. It is an azaphilone, an epoxide, a carboxylic ester, a secondary alcohol, an enone and an organic heterotricyclic compound. C/C=C/C=C/C=C/C1=CC2=CC(=O)[C@](C(=O)C23C(O1)O3)(C)OC(=O)C[C@H](C)O